CN1N=CC=C1N1C(C=2C=NC=CC2C1)=O 2-(1-methyl-1H-pyrazol-5-yl)-1,2-dihydro-3H-pyrrolo[3,4-c]pyridin-3-one